ClCCC(=O)N1C[C@@H](N(CC1)C=1C2=C(N(C(N1)=O)C=1C(=NC=CC1C)C(C)C)N=C(C(=C2)F)C2=C(C=CC=C2O)F)C 4-((S)-4-(3-chloropropanoyl)-2-methylpiperazin-1-yl)-6-fluoro-7-(2-fluoro-6-hydroxyphenyl)-1-(2-isopropyl-4-methylpyridin-3-yl)pyrido[2,3-d]pyrimidin-2(1H)-one